(S)-tert-butyl (2-ethyl-1-oxo-4-((1-(4-(p-tolyloxy)phenyl)ethyl)amino)-2,3-dihydro-1H-pyrrolo[3,4-c]pyridin-6-yl)carbamate C(C)N1CC=2C(=NC(=CC2C1=O)NC(OC(C)(C)C)=O)N[C@@H](C)C1=CC=C(C=C1)OC1=CC=C(C=C1)C